N-(3-(2-amino-5-(2-chloropyrimidin-4-yl)thiazol-4-yl)-2-fluorophenyl)acetamide NC=1SC(=C(N1)C=1C(=C(C=CC1)NC(C)=O)F)C1=NC(=NC=C1)Cl